NC=1C(=C(C=C2C=C(N=CC12)NC1=NN2CC(N(CCC2=C1O)C)=O)C=1C=NC=CC1C)F 2-((8-amino-7-fluoro-6-(4-methylpyridin-3-yl)isoquinolin-3-yl)amino)-3-hydroxy-6-methyl-5,6-dihydro-4H-pyrazolo[1,5-d][1,4]diazepin-7(8H)-one